ClC1=CC=C(C=C1)C1=N[C@H](C=2N(C3=C1C(=C(S3)C)C)C(=NN2)C)CC(NCCOCCOCCOCCOCCOCCOCCNC(OC(C)(C)C)=O)=O tert-Butyl (S)-(1-(4-(4-chlorophenyl)-2,3,9-trimethyl-6H-thieno[3,2-f][1,2,4]triazolo-[4,3-a][1,4]diazepin-6-yl)-2-oxo-6,9,12,15,18,21-hexaoxa-3-azatricosan-23-yl)carbamate